NCC=1C=C(C=CC1)N1N=C(C=C1C(=O)NC1=C(C=CC(=C1)C(N(C)C1CC1)C1=CC=C(C=C1)C#N)F)C(F)(F)F (3-(aminomethyl)phenyl)-N-(5-((4-cyanophenyl)(cyclopropyl-methylamino)methyl)-2-fluorophenyl)-3-(trifluoromethyl)-1H-pyrazole-5-carboxamide